S1C=CC2=C1CCCC2=O 6,7-dihydro-1-benzothiophen-4(5H)-one